ClC1=CC(=C(CNC(C(=O)NC2=CNC3=CC(=C(C=C23)F)F)=O)C=C1)C(F)(F)F N1-(4-chloro-2-(trifluoromethyl)benzyl)-N2-(5,6-difluoro-1H-indol-3-yl)oxalamide